3,5-diethyl-4-methylthiazolium bromide [Br-].C(C)[N+]1=CSC(=C1C)CC